N-(2-methoxyethyl)-N-methylpyrrolidinium COCC[N+]1(CCCC1)C